(3-(2,5-dichloropyrimidin-4-yl)-1-tosyl-1H-indol-6-yl)methanol ClC1=NC=C(C(=N1)C1=CN(C2=CC(=CC=C12)CO)S(=O)(=O)C1=CC=C(C)C=C1)Cl